CC1=CC=C(C=C1)CC(CCC)=O (4-methylphenyl)methyl-1-butanone